dimethyl-toluoyl-tartaric acid COC(C(C(=O)O)(OC)C(=O)C=1C(=CC=CC1)C)C(=O)O